4-METHYL-3-OXOPENTANAL CC(C(CC=O)=O)C